N(C(=S)N)N=CC1=C(C=CC(=C1)F)F 1-((thioureidoimino)methyl)-2,5-difluorobenzene